4-BOCamino-1-cyclohexeneboronic acid pinacol ester C(=O)(OC(C)(C)C)NC1CC=C(CC1)B1OC(C)(C)C(C)(C)O1